FC(C=1C=C(C=C(C1)C(F)(F)F)OB([O-])[O-])(F)F (3,5-bis(trifluoromethyl)phenyl)borate